C(#C)C1=NC=C(C(=C1)SC=1C(=NC(=NC1)N)N)C(C)C 5-((2-ethynyl-5-iso-propyl-pyridin-4-yl)thio)pyrimidine-2,4-diamine